ClC(C(C(Cl)(F)F)(F)F)(Cl)F 1,1,3-trichloropentafluoropropane